CCC(CC(CCC(CC(C)=O)=O)=O)=O Undecane-3,5,8,10-tetraone